COC=1C=C(C=C(C1)OC)[C@H]1C[C@H]([C@H]2[C@@H]1OC(O2)(C)C)N2C=CC1=C2N=C(N=C1Cl)Cl 7-[(3aS,4R,6R,6aR)-6-(3,5-Dimethoxyphenyl)-2,2-dimethyl-tetrahydro-3aH-cyclopenta[d][1,3]dioxol-4-yl]-2,4-dichloropyrrolo[2,3-d]pyrimidine